2-BOC-2,7-diaza-spiro[4.4]nonane C(=O)(OC(C)(C)C)N1CC2(CC1)CNCC2